2,3-DIFLUOROPHENYLBORONIC ACID FC1=C(C=CC=C1F)B(O)O